CC1=NC(=CC(=C1)C=1NC2=CC=C(C=C2C1C(C)C)C1CCN(CC1)CC(=O)NC)C 2-(4-(2-(2,6-dimethylpyridin-4-yl)-3-isopropyl-1H-indol-5-yl)piperidin-1-yl)-N-methylacetamide